4-((S)-4-propenoyl-2-methylpiperazin-1-yl)-6-fluoro-7-(2-fluoro-6-hydroxyphenyl)-1-(2-methoxy-4-methylpyridin-3-yl)pyrido[2,3-d]pyrimidin-2(1H)-one C(C=C)(=O)N1C[C@@H](N(CC1)C=1C2=C(N(C(N1)=O)C=1C(=NC=CC1C)OC)N=C(C(=C2)F)C2=C(C=CC=C2O)F)C